C(C(C)C)C1=CC(=C(C#N)C=C1)N1CCNCC1 4-isobutyl-2-piperazin-1-ylbenzonitrile